(1,1-dioxo-1,4-thiazinan-4-yl)-(4-nitro-2-piperidin-1-ylphenyl)methanone O=S1(CCN(CC1)C(=O)C1=C(C=C(C=C1)[N+](=O)[O-])N1CCCCC1)=O